4-(2-({2-[3-methyl-6-(methylcarbamoyl)-1H-indol-1-yl]propanoyl}amino)-4-[(1-methyl-1H-pyrazol-4-yl)carbonyl]phenyl)butanoic acid CC1=CN(C2=CC(=CC=C12)C(NC)=O)C(C(=O)NC1=C(C=CC(=C1)C(=O)C=1C=NN(C1)C)CCCC(=O)O)C